N-(2-Hydroxy-3-{1H,2H,3H,4H,9H-pyrido[3,4-b]indol-2-yl}propyl)-4-({3-oxa-8-azabicyclo[3.2.1]octan-8-yl}carbonyl)benzamid OC(CNC(C1=CC=C(C=C1)C(=O)N1C2COCC1CC2)=O)CN2CC=1NC3=CC=CC=C3C1CC2